tert-butyl 7-(dimethoxymethyl)-4-((tetrahydrofuran-3-yl)amino)-3,4-dihydro-2,4-methylene-1,8-naphthyridine-1(2H)-carboxylate COC(C1=CC=C2C3(CC(N(C2=N1)C(=O)OC(C)(C)C)C3)NC3COCC3)OC